FC(C1=CC=C(COC2=C(C=CC=C2)OC)C=C1)(F)F (4-trifluoromethyl-benzyloxy)-2-methoxybenzene